2-[6-cyclopropyl-2-(3,4-dimethoxyphenyl)-3-oxo-pyridazine-4-carbonyl]cyclohexane-1,3-dione C1(CC1)C=1C=C(C(N(N1)C1=CC(=C(C=C1)OC)OC)=O)C(=O)C1C(CCCC1=O)=O